(1r,4r)-4-(3-chloroanilino)-2'-{3-[(furo[3,2-b]pyridin-7-yl)oxy]propyl}-2',3'-dihydrospiro[cyclohexane-1,1'-indene]-4-carboxylic acid ClC=1C=C(NC2(CCC3(C(CC4=CC=CC=C34)CCCOC3=C4C(=NC=C3)C=CO4)CC2)C(=O)O)C=CC1